PHENYL-ACETAT C1(=CC=CC=C1)CC(=O)[O-]